NC1=NC=C(C(=N1)N)OC=1C(=CC(=C(C(=O)O)C1)OC)C(C)C 5-(2,4-Diamino-pyrimidin-5-yloxy)-4-isopropyl-2-methoxy-benzoic acid